O=C1N(CCCCC1)CC(=O)OCCCCCCCCCCCCCC tetradecyl 2-(2-oxoazepan-1-yl)acetate